8-chloro-2-((2,3-dichlorophenyl)amino)-3-(3-methylbutanoyl)-5-nitroquinolin-4(1H)-one ClC=1C=CC(=C2C(C(=C(NC12)NC1=C(C(=CC=C1)Cl)Cl)C(CC(C)C)=O)=O)[N+](=O)[O-]